2-(stilben-4-yl)-2H-naphtho[1,2-d]triazole C1(=CC=C(C=C1)N1N=C2C(=N1)C1=CC=CC=C1C=C2)C=CC2=CC=CC=C2